(3R)-3-amino-7-[5-(3-methyl-oxetan-3-yl)-1,3,4-oxadiazol-2-yl]-1,1-dioxo-5-[[4-[5-(trifluoromethyl)-2-pyridinyl]phenyl]methyl]-2,3-dihydro-1lambda6,5-benzothiazepine-4-One N[C@H]1CS(C2=C(N(C1=O)CC1=CC=C(C=C1)C1=NC=C(C=C1)C(F)(F)F)C=C(C=C2)C=2OC(=NN2)C2(COC2)C)(=O)=O